O=C(C(=O)NC=1C2=C(C=NC1)C=NN2)N2[C@H](CC[C@@H](C2)C)C=2C=CC1=CN(N=C1C2)C2CCN(CC2)C 2-oxo-N-(1H-pyrazolo[4,3-c]pyridin-7-yl)-2-[(2R,5S)-5-methyl-2-[2-(1-methyl-4-piperidyl)indazol-6-yl]-1-piperidyl]acetamide